pyrimidine-2-carbonitrile formate C(=O)O.N1=C(N=CC=C1)C#N